P(=O)([O-])([O-])[O-].[OH-].[Ce+4] cerium hydroxide phosphate